m-hemipinoic acid C(C=1C(C(=O)O)=CC(OC)=C(OC)C1)(=O)O